7-(4-dimethylaminobenzylidene)-8-oxo-5,6,7,8-tetrahydronaphthalene-2-carboxylic acid CN(C1=CC=C(C=C2CCC=3C=CC(=CC3C2=O)C(=O)O)C=C1)C